(R)-N-(3,3-difluoro-1-(methylsulfonyl)piperidin-4-yl)-6-fluoro-5-(1-(2-fluoroethyl)-1H-benzo[d][1,2,3]triazol-6-yl)-4-(methoxy-d3)pyrrolo[2,1-f][1,2,4]triazin-2-amine FC1(CN(CC[C@H]1NC1=NN2C(C(=N1)OC([2H])([2H])[2H])=C(C(=C2)F)C=2C=CC1=C(N(N=N1)CCF)C2)S(=O)(=O)C)F